[(2R,3S,4R,5S)-5-[4-(3,3a,4,5,6,6a-hexa-hydro-1H-cyclopenta-[c]pyrrol-2-yl)-2-chloro-5H-pyrrolo-[3,2-d]pyrimidin-7-yl]-3,4-dihydroxy-tetrahydrofuran-2-yl]-methoxymethylphosphonic acid C1N(CC2C1CCC2)C=2C1=C(N=C(N2)Cl)C(=CN1)[C@H]1[C@@H]([C@@H]([C@@H](O1)C(OC)P(O)(O)=O)O)O